2,5-dimethyl-2,5-di(t-butyl-peroxy)hexane (±)-tert-butyl-N-[3-[(trans-2-cyanocyclopropanecarbonyl)amino]-6-(3-methyl-2-oxo-benzimidazol-1-yl)-8-isoquinolyl]carbamate C(C)(C)(C)OC(NC=1C=C(C=C2C=C(N=CC12)NC(=O)[C@H]1[C@@H](C1)C#N)N1C(N(C2=C1C=CC=C2)C)=O)=O.CC(C)(CCC(C)(OOC(C)(C)C)C)OOC(C)(C)C |r|